DISTEARYL ETHER C(CCCCCCCCCCCCCCCCC)OCCCCCCCCCCCCCCCCCC